N-{2-chloro-4-[(trifluoromethyl)sulfanyl]phenyl}-2-[2-(1,3-dihydro-2-benzofuran-5-yl)-5-ethyl-7-oxo-6-(piperazin-1-yl)-[1,2,4]triazolo[1,5-a]pyrimidin-4-yl]acetamide ClC1=C(C=CC(=C1)SC(F)(F)F)NC(CN1C=2N(C(C(=C1CC)N1CCNCC1)=O)N=C(N2)C2=CC1=C(COC1)C=C2)=O